FC=1C=C2C(=NC1)NC(=C2)C(=O)NC2CCC(CC2)NC2=CC=CC=1N2C=C(N1)C(F)(F)F 5-fluoro-N-[(1s,4s)-4-{[2-(trifluoromethyl)imidazo[1,2-a]pyridin-5-yl]amino}cyclohexyl]-1H-pyrrolo[2,3-b]pyridine-2-carboxamide